N-(2-(4,4-Difluoropiperidin-1-yl)-6-methylpyrimidin-4-yl)-4-((1-methylethyl)sulfonamido)-2-(6-azaspiro[2.5]octan-6-yl)benzamide FC1(CCN(CC1)C1=NC(=CC(=N1)NC(C1=C(C=C(C=C1)NS(=O)(=O)C(C)C)N1CCC2(CC2)CC1)=O)C)F